FC(C1=CC2=C(N(C=N2)C2=CC=C(C=C2)N)C=C1)(F)F 4-(5-trifluoromethyl-benzimidazol-1-yl)-phenylamine